perfluorohexyl-ethyl-mercaptosilane F[Si](S)(C(C(F)(F)F)(F)F)C(C(C(C(C(C(F)(F)F)(F)F)(F)F)(F)F)(F)F)(F)F